6-Phosphoglucose P(=O)(O)(O)OC[C@H]([C@H]([C@@H]([C@H](C=O)O)O)O)O